7-Benzyl-3-(3-bromobenzyl)-2,3,6,7,8,9-hexahydroimidazo[1,2-a]pyrido[3,4-e]pyrimidin-5(1H)-one C(C1=CC=CC=C1)N1CC=2C(N=C3N(C2CC1)CCN3CC3=CC(=CC=C3)Br)=O